N-(5-bromo-6-methylpyridin-3-yl)-2-(trifluoromethyl)isonicotinamide Benzyl-trans-4-(2,5-Dimethyl-1H-pyrrol-1-yl)-cyclohexanecarboxylate C(C1=CC=CC=C1)OC(=O)[C@@H]1CC[C@H](CC1)N1C(=CC=C1C)C.BrC=1C=C(C=NC1C)NC(C1=CC(=NC=C1)C(F)(F)F)=O